2-(((4-methoxy-3,5-dimethylpyridin-2-yl)methyl)amino)-3-(3-methoxypropyl)-3,4-dihydroquinazoline-7-carboxylic acid COC1=C(C(=NC=C1C)CNC1=NC2=CC(=CC=C2CN1CCCOC)C(=O)O)C